NCCOCCOCCOCCNC1=C(C=CC(=C1)Cl)CCN1[C@@H]([C@H](N(CC1=O)C)C(=O)OC)C1=CC2=CC=CC=C2C=C1 methyl (2S,3R)-4-{2-[2-(2-{2-[2-(2-aminoethoxy)ethoxy]ethoxy}ethylamino)-4-chlorophenyl]ethyl}-1-methyl-3-(2-naphthyl)-5-oxo-2-piperazinecarboxylate